OC=1C=C(C=CC1)C(C(C)(C)C)=O 1-(3-hydroxyphenyl)-2,2-dimethylpropan-1-one